3-chloro-2-(2-chloroethoxy)-5-(2-(4-((2-(4-((1-(piperidin-4-ylmethyl)piperidin-4-yl)methyl)piperazin-1-yl)pyrimidin-4-yl)methoxy)phenyl)propan-2-yl)benzonitrile trifluoroacetate FC(C(=O)O)(F)F.ClC=1C(=C(C#N)C=C(C1)C(C)(C)C1=CC=C(C=C1)OCC1=NC(=NC=C1)N1CCN(CC1)CC1CCN(CC1)CC1CCNCC1)OCCCl